CN[C@@H]1CN(CCC1)C1=NC2=C(N1CC1=CC=C(C=N1)C#N)C=CC=C2 6-((2-((3S)-3-(Methylamino)-1-piperidinyl)-1H-benzimidazol-1-yl)methyl)-3-pyridincarbonitril